6-(3,5-dichloro-2,6-bis(methylsulfonyl)isonicotinamido)hexanoic acid ClC1=C(C(=O)NCCCCCC(=O)O)C(=C(N=C1S(=O)(=O)C)S(=O)(=O)C)Cl